2,3-dimethylaminopropionic acid hydrochloride Cl.CNC(C(=O)O)CNC